ClC1=NC=C2C(=N1)N(N=C2)C[C@@H]2COCCC2 |r| racemic-6-chloro-1-((tetrahydro-2H-pyran-3-yl)methyl)-1H-pyrazolo[3,4-d]pyrimidine